tert-Butyl 6-pivaloyl-2,6-diazaspiro[3.3]heptane-2-carboxylate C(C(C)(C)C)(=O)N1CC2(CN(C2)C(=O)OC(C)(C)C)C1